CN(S(=O)(=O)C1=CC=C(C=C1)C1=CC2=C(CC3=C2NN=C3C3=CC=C2C=NN(C2=C3)C)S1)C N,N-dimethyl-4-(3-(1-methyl-1H-indazol-6-yl)-1,4-dihydrothieno[2',3':4,5]cyclopenta[1,2-c]pyrazol-6-yl)benzenesulfonamide